Cl.NCC1=CC(=C(C(=O)NC2=NC=C(C=C2F)C2CCCC2)C=C1[N+](=O)[O-])SC1=NN=NN1C 4-(aminomethyl)-N-(5-cyclopentyl-3-fluoro-2-pyridyl)-2-(1-methyltetrazol-5-yl)sulfanyl-5-nitro-benzamide hydrochloride